C1=NC2=C(N1[C@H]3[C@@H]([C@@H]([C@H](O3)COP(=O)(O)OP(=O)(NP(=O)(O)O)O)O)O)N=C(NC2=O)N The molecule is a nucleoside triphosphate analogue that is GTP in which the oxygen atom bridging the beta- to the gamma- phosphate is replaced by a nitrogen atom A non-hydrolyzable analog of GTP, it binds tightly to G-protein in the presence of Mg(2+). It is a conjugate acid of a guanosine 5'-[beta,gamma-imido]triphosphate(4-).